5,6-dimethyl-N2-(2,4,4-trimethylpentan-2-yl)pyridine-2,3,4-triamine CC=1C(=C(C(=NC1C)NC(C)(CC(C)(C)C)C)N)N